N-(2-{[2-(dimethylamino)ethyl](methyl)amino}-5-{[4-(1-{[2-(1,3-dioxolan-2-yl)-3-[(4-methoxyphenyl)methoxy]phenyl]methyl}indol-3-yl)pyrimidin-2-yl]amino}-4-methoxyphenyl)acetamide CN(CCN(C1=C(C=C(C(=C1)OC)NC1=NC=CC(=N1)C1=CN(C2=CC=CC=C12)CC1=C(C(=CC=C1)OCC1=CC=C(C=C1)OC)C1OCCO1)NC(C)=O)C)C